N[C@H]1CN(CCC1)C(C)=O (R)-1-(3-aminopiperidin-1-yl)ethan-1-one